tris(propen-2-yl)stibane C=C(C)[Sb](C(=C)C)C(=C)C